1-{[6-(3-Fluorophenoxy)-1-methyl-3,4-dihydro-2-naphthalenyl]methyl}-3-azetidinecarboxylic acid FC=1C=C(OC=2C=C3CCC(=C(C3=CC2)C)CN2CC(C2)C(=O)O)C=CC1